2-((4-bromophenyl)sulfonyl)-1-phenyl-2-(phenylthio)ethan-1-one BrC1=CC=C(C=C1)S(=O)(=O)C(C(=O)C1=CC=CC=C1)SC1=CC=CC=C1